C(=C)[C@H]1CN(C[C@H](N1)C)C=1N=NC(=CN1)C1=C(C=C(C=C1)C=1C=NNC1)O 2-{3-[(3S,5R)-3-ethenyl-5-methylpiperazin-1-yl]-1,2,4-triazin-6-yl}-5-(1H-pyrazol-4-yl)phenol